Cl.NC/C(/CN1N=CN(C1=O)CC1=CC=C(S1)C=1C=C2CCC(NC2=CC1)=O)=C\F 6-[5-({1-[(2E)-2-(aminomethyl)-3-fluoroprop-2-en-1-yl]-5-oxo-1,5-dihydro-4H-1,2,4-triazol-4-yl}methyl)thiophen-2-yl]-3,4-dihydroquinolin-2(1H)-one hydrochloride